N-(3-(5-chloro-1H-pyrrolo[2,3-b]pyridine-3-carbonyl)-2,4-difluoro-5-hydroxyphenyl)-1-(4-fluorophenyl)-5-(methylthio)-1H-pyrazole-3-carboxamide ClC=1C=C2C(=NC1)NC=C2C(=O)C=2C(=C(C=C(C2F)O)NC(=O)C2=NN(C(=C2)SC)C2=CC=C(C=C2)F)F